OCCC[C@@H]1N(CCCC1)C(=O)OC(C)(C)C tert-butyl (R)-2-(3-hydroxypropyl)piperidine-1-carboxylate